O[C@H]1[C@H](O)[C@@H](O)[C@H](O)[C@H](O1)CO beta-glucopyranose